(2-(3-ethyl-1-(3-hydroxy-3-methylbutyl)-2,3-dihydro-1H-pyrrolo[1,2,3-de]quinoxalin-5-yl)-7-fluoro-1-methyl-1H-benzo[d]imidazol-5-yl)methanone C(C)C1CN(C=2C=CC=C3C2N1C(=C3)C3=NC1=C(N3C)C(=CC(=C1)C=O)F)CCC(C)(C)O